6,7-dimethoxy-2-methyl-N-{1-[5-(2-phenoxyphenyl)thiophen-2-yl]ethyl}-quinazolin-4-amine COC=1C=C2C(=NC(=NC2=CC1OC)C)NC(C)C=1SC(=CC1)C1=C(C=CC=C1)OC1=CC=CC=C1